C(C)C=1C=C2C=C(NC2=CC1OCC1=NOC=C1)CNC(=O)C1(CC1)C N-((5-ethyl-6-(isoxazol-3-ylmethoxy)-1H-indol-2-yl)methyl)-1-methylcyclopropane-1-carboxamide